CNC1=NC(=NC=C1)NC1=CC=C2CCN(C(C2=C1)=O)CCN1CCCC1 7-((4-(methylamino)pyrimidin-2-yl)amino)-2-(2-(pyrrolidin-1-yl)ethyl)-3,4-dihydroisoquinolin-1(2H)-one